(R)-tert-butyl 4-(4-nitro-N-(5,6,7,8-tetrahydroquinolin-8-yl)phenylsulfonamido)-butylcarbamate [N+](=O)([O-])C1=CC=C(C=C1)S(=O)(=O)N([C@@H]1CCCC=2C=CC=NC12)CCCCNC(OC(C)(C)C)=O